C(C)(C)(C)OC(N(C=1C=NC=C(C1C)C=1C=C2C=C(N=CC2=C(C1F)Cl)NC1=NN2C(CN(C(C2)=O)C)=C1)C(=O)OC(C)(C)C)=O N-tert-Butoxycarbonyl-N-[5-[8-chloro-7-fluoro-3-[(5-methyl-6-oxo-4,7-dihydropyrazolo[1,5-a]pyrazin-2-yl)amino]-6-isoquinolinyl]-4-methyl-3-pyridinyl]carbamic acid tert-butyl ester